(R)-(1-(3-cyclopropylphenyl)ethyl)carbamic acid tert-butyl ester C(C)(C)(C)OC(N[C@H](C)C1=CC(=CC=C1)C1CC1)=O